N-{[2-(diethoxymethyl)-1H-indol-6-yl]methyl}-4-oxo-4H-pyrido[1,2-a]pyrimidine-2-carboxamide C(C)OC(C=1NC2=CC(=CC=C2C1)CNC(=O)C=1N=C2N(C(C1)=O)C=CC=C2)OCC